methyl (E)-3-(3-(N-(4-(1-methyl-1H-benzo[d]imidazol-6-yl)benzyl)cyclohexanecarboxamido)phenyl)acrylate CN1C=NC2=C1C=C(C=C2)C2=CC=C(CN(C(=O)C1CCCCC1)C=1C=C(C=CC1)/C=C/C(=O)OC)C=C2